FC1=C(C2=C(CCO2)C=C1C1(NC(=CC(=N1)NC)C)N)C=1CCC(NCC1)C 2-[6-fluoro-7-(2-methyl-2,3,4,7-tetrahydro-1H-azepin-5-yl)-2,3-dihydrobenzofuran-5-yl]-N4,6-dimethyl-pyrimidine-2,4-diamine